tert-butyl (4-acetyl-1-methoxyisoquinolin-6-yl)carbamate C(C)(=O)C1=CN=C(C2=CC=C(C=C12)NC(OC(C)(C)C)=O)OC